C(C)(C)(C)OC(NC1CC2=C(C(=NC=C2)C)C1)=O N-(1-methyl-6,7-dihydro-5H-cyclopenta[c]pyridin-6-yl)carbamic acid tert-butyl ester